S(C)(=O)(=O)[O-].S(C)(=O)(=O)[O-].S(C)(=O)(=O)[O-].[Nd+3] neodymium trimesylate